FC=1C=C2C(=NC1)CN(C2)C(=O)NC2=CC=C(C=C2)C2CCN(CC2)C(C(=O)OC)=O methyl 2-(4-(4-(3-fluoro-6,7-dihydro-5H-pyrrolo[3,4-b]pyridine-6-carboxamido) phenyl) piperidin-1-yl)-2-oxoacetate